3-aminomethyl-5-(2-chlorophenyl)-hexanoic acid NCC(CC(=O)O)CC(C)C1=C(C=CC=C1)Cl